S1C2=C(C=C1)C(=CC=C2)N2CCN(CC2)CCCCOC2=CC=C1C=CC(=NC1=C2)OCOC(CCCCCCCCC(=O)OCOC2=NC1=CC(=CC=C1C=C2)OCCCCN2CCN(CC2)C2=CC=CC=1SC=CC12)=O bis((7-(4-(4-(benzo[b]thiophen-4-yl)piperazin-1-yl)butoxy)quinolin-2-yloxy)methyl)decanedioate